C(C1=CC=CC=C1)OC=1C2=C(N=C(N1)S(=O)(=O)C)C[C@@]1(OC2)CC[C@@H](C2=CC=C(C(=C21)C#N)N(CC2=CC=CC=C2)CC2=CC=CC=C2)C (1S,4S)-4'-(benzyloxy)-7-(dibenzylamino)-4-methyl-2'-(methylsulfonyl)-3,4,5',8'-tetrahydro-2H-spiro[naphthalene-1,7'-pyrano[4,3-d]pyrimidine]-8-carbonitrile